O1C(=CC2=C1C=CC=C2)C2=CC=C(C=C2)NC([C@H](C(C)C)NC2=CC=C(C(=O)NCCC(=O)OCC)C=C2)=O Ethyl (S)-3-(4-((1-((4-(benzofuran-2-yl)phenyl)amino)-3-methyl-1-oxobutan-2-yl)amino)benzamido)propanoate